C1(=CC(=CC=C1)C=CC(=O)C1=C(C(=C(C=C1)O)O)O)C 3-(m-tolyl)-1-(2,3,4-trihydroxyphenyl)prop-2-en-1-one